C(C\C=C/CCCC)=O (Z)-3-octenal